CC1=C(C=CC=C1)CSC1=NC=CC=C1 2-pyridyl (2-methyl)-phenylmethyl sulfide